C(C)(C)S(=O)(=O)NC(=O)C1=CC2=CC=CC(=C2C=C1)C1=CC=C(C=C1)C(F)(F)F N-(isopropyl-sulfonyl)-5-(4-(trifluoromethyl)phenyl)-2-naphthamide